(R)-2-amino-N-((5-(3,6-dihydro-2H-pyran-4-yl)pyridin-2-yl)methyl)-3-methyl-N-(1-(pyrimidin-2-yl)ethyl)quinoline-6-carboxamide NC1=NC2=CC=C(C=C2C=C1C)C(=O)N([C@H](C)C1=NC=CC=N1)CC1=NC=C(C=C1)C=1CCOCC1